CC1=C(C=CC(=C1)CC2=CC(=C(C=C2)N)C)N 4,4'-diamino-3,3'-dimethyldiphenylmethane